2-chloro-N-(5-((5-(2-hydroxy-prop-2-yl)pyridin-2-yl)methoxy)-1,3,4-thiadiazol-2-yl)-5-methoxy-6-methyl-(4,4-bipyridine)-3-carboxamide ClC1=NC(=C(C(=C1C(=O)NC=1SC(=NN1)OCC1=NC=C(C=C1)C(C)(C)O)C1=CC=NC=C1)OC)C